9-(6-(3-(dimethylamino)propoxy)pyridin-3-yl)-3-methyl-1-(4-methylpiperazin-1-yl)pyrazolo[1,5-c]quinazolin-2(3H)-one CN(CCCOC1=CC=C(C=N1)C1=CC=2C=3N(C=NC2C=C1)N(C(C3N3CCN(CC3)C)=O)C)C